methyl 2-methoxy-5-(3-((methylsulfonyl)oxy)cyclohexyl)benzoate COC1=C(C(=O)OC)C=C(C=C1)C1CC(CCC1)OS(=O)(=O)C